1-(2-methylphenyl)-2-phenylethane CC1=C(C=CC=C1)CCC1=CC=CC=C1